C(#N)C1CC(C1)N1C=C(C=2C1=CN=C(C2)NC(C)=O)C2=NC(=NC(=C2)C)C(C)(F)F N-[1-(3-cyanocyclobutyl)-3-[2-(1,1-difluoroethyl)-6-methyl-pyrimidin-4-yl]pyrrolo[2,3-c]pyridin-5-yl]acetamide